9,9-bis{4-[2-(2,3-epithiopropoxy)ethoxy]-3,5-dimethylphenyl}fluorene C(C1CS1)OCCOC1=C(C=C(C=C1C)C1(C2=CC=CC=C2C=2C=CC=CC12)C1=CC(=C(C(=C1)C)OCCOCC1CS1)C)C